methyl (1S,3S,4S,6R,7S)-7-fluoro-6-hydroxy-2-azabicyclo[2.2.1]heptane-3-carboxylate F[C@@H]1[C@H]2N[C@@H]([C@@H]1C[C@H]2O)C(=O)OC